CC1=C(C(=C(C1([Hf]C=1CC=2C=CC3=C(C2C1CCCC)C=CC=C3)C)C)C)C pentamethylcyclopentadienyl-(1-n-butyl-benz[e]indenyl)hafnium